CC=1C=C(CNC2=NC=C3N(C2=O)[C@@H](CC3)C(=O)NCC=3C=C2C(=NC3)CN(C2)C(=O)OC(C)(C)C)C=C(C1)C tert-butyl (S)-3-((3-((3,5-dimethylbenzyl)amino)-4-oxo-4,6,7,8-tetrahydropyrrolo[1,2-a]pyrazine-6-carboxamido)methyl)-5,7-dihydro-6H-pyrrolo[3,4-b]pyridine-6-carboxylate